(R)-1-(furan-2-yl)ethylamine O1C(=CC=C1)[C@@H](C)N